O=C1OC[C@H](N1)CCC(=O)N1CCC(CC1)CNS(=O)(=O)C1=CC=C(C=C1)C(F)(F)F N-[[1-[3-[(4R)-2-Oxooxazolidin-4-yl]propanoyl]-4-piperidyl]methyl]-4-(trifluoro-methyl)benzene-sulfonamide